2-methyl-1-[4-(methoxy)phenyl]-2-morpholinopropane CC(CC1=CC=C(C=C1)OC)(C)N1CCOCC1